C1(CC1)NCC(C)C Cyclopropylamino-2-methylpropan